bis(pentamethylcyclopentadienyl)cobalt CC1=C(C(=C(C1(C)[Co]C1(C(=C(C(=C1C)C)C)C)C)C)C)C